ClC1=C(C#N)C=CC(=C1)N1CC2(CC1)CCN(CC2)C(C2=CC=C(C=C2)N2CCN(CC2)C2CCN(CC2)C=2C=C1C(N(C(C1=CC2)=O)C2C(NC(CC2)=O)=O)=O)=O 2-chloro-4-(8-(4-(4-(1-(2-(2,6-dioxopiperidin-3-yl)-1,3-dioxoisoindolin-5-yl)piperidin-4-yl)piperazin-1-yl)benzoyl)-2,8-diazaspiro[4.5]decan-2-yl)benzonitrile